C(C=C)C1N(CCCC1)CN allyl-aminomethylpiperidine